C1(CC1)C=1N=CN(C1)C=1C(=CC(=C(C(=O)NC2=NC(=CC=C2)C2=NN=NN2C(C)C)C1)F)C 5-(4-cyclopropyl-1H-imidazol-1-yl)-N-(6-(1-isopropyl-1H-tetrazol-5-yl)pyridin-2-yl)-2-fluoro-4-methylbenzamide